(6-bromo-2-methylbenzofuran-3-yl)(3,5-dibromo-4-hydroxyphenyl)methanone tert-butyl-4-(6-((4-acetyl-2-cyclopropoxybenzyl)oxy)pyridin-2-yl)piperidine-1-carboxylate C(C)(C)(C)OC(=O)N1CCC(CC1)C1=NC(=CC=C1)OCC1=C(C=C(C=C1)C(C)=O)OC1CC1.BrC1=CC2=C(C(=C(O2)C)C(=O)C2=CC(=C(C(=C2)Br)O)Br)C=C1